C(=C)[C@]1([C@H]([C@H]([C@@H](O1)N1C(=O)N=C(N)C=C1)O)O)CO 4'-Vinylcytidine